N-(6-fluoro-5-(4-((3-methyl-2,4-dioxo-1,2,3,4-tetrahydrothieno[3,2-d]pyrimidin-6-yl)methyl)piperazin-1-yl)pyridin-2-yl)acetamide FC1=C(C=CC(=N1)NC(C)=O)N1CCN(CC1)CC1=CC=2NC(N(C(C2S1)=O)C)=O